bis(3,5-dimethylphenyl)t-pentylphosphine CC=1C=C(C=C(C1)C)P(C(C)(C)CC)C1=CC(=CC(=C1)C)C